NCCN1N=C(N=C1C1=NC(=CC2=C1C=NN2C)C(=O)N)C2=CC(=NN2CC)C 4-[1-(2-aminoethyl)-3-(1-ethyl-3-methyl-1H-pyrazol-5-yl)-1H-1,2,4-triazol-5-yl]-1-methyl-1H-pyrazolo[4,3-c]pyridine-6-carboxamide